NOCCON 1,2-diaminooxyethane